7-Fluoro-2,3,4,5-tetrahydro-1,4-benzoxazepine-9-Formonitrile hydrochloride Cl.FC=1C=C(C2=C(CNCCO2)C1)C#N